FC(C1=C(C=CC=C1OCC)B1OC(C(O1)(C)C)(C)C)F 2-(2-(difluoromethyl)-3-ethoxyphenyl)-4,4,5,5-tetramethyl-1,3,2-dioxaborolane